8-((3-(4-chloro-3-(2,4-dioxotetrahydropyrimidin-1(2H)-yl)benzoyl)-3-azaspiro[5.5]undec-9-yl)methyl)-3,8-diazabicyclo[3.2.1]octane-3-carboxylic acid tert-butyl ester C(C)(C)(C)OC(=O)N1CC2CCC(C1)N2CC2CCC1(CCN(CC1)C(C1=CC(=C(C=C1)Cl)N1C(NC(CC1)=O)=O)=O)CC2